NC1(CCCC1)C#CC(=O)N1CC2=C([C@@H](C1)C1=C(C=CC=C1)C=1C(=NN(C1)CC)C(F)(F)F)C=C(S2)C#N (S)-6-(3-(1-Aminocyclopentyl)propioloyl)-4-(2-(1-ethyl-3-(trifluoromethyl)-1H-pyrazol-4-yl)phenyl)-4,5,6,7-tetrahydrothieno[2,3-c]pyridine-2-carbonitrile